[Si](C)(C)(C(C)(C)C)O[C@H](CCCCO)[C@H]1N(C(OC1)(C)C)C(=O)OC(C)(C)C tert-Butyl (4S)-4-[(1R)-1-[tert-butyl(dimethyl)silyl]oxy-5-hydroxy-pentyl]-2,2-dimethyl-oxazolidine-3-carboxylate